C(#N)C1=CC=2N(N=C1)C(=CC2)C2=CC(=C(C=N2)C2=NN=C(S2)C(=O)N2C[C@@H](CCC2)NC(C)=O)NC(C)C (R)-N-(1-(5-(6-(3-cyanopyrrolo[1,2-b]pyridazin-7-yl)-4-(isopropylamino)pyridin-3-yl)-1,3,4-thiadiazole-2-carbonyl)piperidin-3-yl)acetamide